3-(4-bromo-6-methyl-1-(tetrahydro-2H-pyran-2-yl)-1H-indazol-5-yl)-2-methylpropanal BrC1=C2C=NN(C2=CC(=C1CC(C=O)C)C)C1OCCCC1